C(C\C=C/CC)SSCC\C=C/CC cis-3-hexenyl disulfide